NC1=C(C=C(C=N1)NC(C(=O)N1[C@H](CN([C@@H](C1)C)C(=O)C1(CC1)C(F)(F)F)C1=CC=C(C=C1)N1CCN(CC1)C)=O)C N-(6-amino-5-methylpyridin-3-yl)-2-((2S,5R)-5-methyl-2-(4-(4-methylpiperazin-1-yl)phenyl)-4-(1-(trifluoromethyl)cyclopropanecarbonyl)piperazin-1-yl)-2-oxoacetamide